ClC1=C(C=CC(=C1)Cl)CN1CCC2(CC1)C(NC1=CC=C(C=C12)C(=O)N)=O [(2,4-dichlorophenyl)methyl]-2-oxo-spiro[indoline-3,4'-piperidine]-5-carboxamide